(R)-2-(3-(4-amino-3-(2-fluoro-4-phenoxyphenyl)-1H-pyrazolo[3,4-d]pyrimidin-1-yl)piperidine-1-carbonyl)-4-methyl-4-(4-(methylsulfonyl)piperazin-1-yl)pent-2-enenitrile NC1=C2C(=NC=N1)N(N=C2C2=C(C=C(C=C2)OC2=CC=CC=C2)F)[C@H]2CN(CCC2)C(=O)C(C#N)=CC(C)(N2CCN(CC2)S(=O)(=O)C)C